(S)-benzyl (1-(4-(4-amino-1-((2-(trimethylsilyl)ethoxy) methyl)-1H-pyrazol-5-yl)pyridin-2-yl)but-3-en-1-yl)carbamate NC=1C=NN(C1C1=CC(=NC=C1)[C@H](CC=C)NC(OCC1=CC=CC=C1)=O)COCC[Si](C)(C)C